Cl.O1CCN(CC1)CC12OCC(CC1)(CC2)N 1-(morpholinomethyl)-2-oxabicyclo[2.2.2]octan-4-amine hydrochloride salt